((5-(4-(tert-butoxycarbonyl) piperazin-1-yl) pyridin-2-yl) amino)-7-cyclopentyl-7H-pyrrolo[2,3-d]pyrimidine-6-carboxylate C(C)(C)(C)OC(=O)N1CCN(CC1)C=1C=CC(=NC1)NC=1N=CC2=C(N1)N(C(=C2)C(=O)[O-])C2CCCC2